tert-Butyl 4-(aminomethyl)-4-carbamoylpiperidine-1-carboxylate NCC1(CCN(CC1)C(=O)OC(C)(C)C)C(N)=O